C(CCCCC)C(C(=O)OCCCCCC(OC(NCCOCCN(CC)C)=O)CCCCCOC(C(CCCCCCCC)CCCCCC)=O)CCCCCCCC 12-{5-[(2-hexyl-1-oxodecyl) oxy] pentyl}-3-methyl-10-oxo-3,9-diaza-6,11-dioxaheptadecan-17-yl 2-hexyldecanoate